C1(=CC=CC=C1)C1=CC(=NC(=C1)C1=CC=CC=C1)C=1C(=CC(=C(C#N)C1)F)F 5-(4,6-diphenylpyridin-2-yl)-2,4-difluorobenzonitrile